8-((1s,3s)-3-{[tert-butyl(dimethyl)silyl]oxy}-3-methylcyclobutyl)-3-[2-(methoxymethoxy)-6-methyl-4-(trifluoromethyl)phenyl]-7,8-dihydro-6H-furo[2',3':4,5]pyrrolo[2,3-c]pyridazine [Si](C)(C)(C(C)(C)C)OC1(CC(C1)N1C2=C(C3=C1N=NC(=C3)C3=C(C=C(C=C3C)C(F)(F)F)OCOC)OCC2)C